N1CCC2(CC1)OC(NC1=C2C=CC=C1)=O 1,2-dihydrospiro[3,1-benzoxazine-4,4'-piperidin]-2-one